2-hydroxy-2-methyl-1-[4-(1-methylethenyl)phenyl]propan-1-one OC(C(=O)C1=CC=C(C=C1)C(=C)C)(C)C